3-hydroxy-4-nitroso-N,N-diethylaniline OC=1C=C(N(CC)CC)C=CC1N=O